C1(=CC=CC=C1)C=1C(=CC=CC1)C1=CC=CC=C1 r-terphenyl